[Br-].C(C(=C)C)(=O)OCC[N+](C)(C)CCCCCCCCCCCCCC [2-(methacryloyloxy)ethyl]tetradecyl-dimethyl-ammonium bromide